3-(2,6-difluoro-3,5-dimethoxyphenyl)-1-(2-hydroxyethyl)-8-(2-morpholin-4-ylethyl)-1,3,4,7-tetrahydro-2H-pyrrolo[3',2':5,6]pyrido[4,3-d]pyrimidin-2-one FC1=C(C(=C(C=C1OC)OC)F)N1C(N(C2=C(C1)C=NC1=C2C=C(N1)CCN1CCOCC1)CCO)=O